CCC(=C)C methylbutene